N1(CCCC1)C1=NC=C(C=N1)C=1SC=2C(NCCC2N1)=O 2-(2-(pyrrolidin-1-yl)pyrimidin-5-yl)-6,7-dihydrothiazolo[5,4-c]pyridin-4(5H)-one